C[Si](C[Si](C)(C)C)(C)C 1,1-bis-trimethylsilylmethane